2-({[5-(4-aminoquinazolin-6-yl)thiophen-2-yl]methyl}amino)-5-cyano-N-[(1S)-1-(3,4-difluorophenyl)ethyl]pyridine-3-carboxamide NC1=NC=NC2=CC=C(C=C12)C1=CC=C(S1)CNC1=NC=C(C=C1C(=O)N[C@@H](C)C1=CC(=C(C=C1)F)F)C#N